ClC1=C2C(=NC=C1)NC=C2C2=NC=CC=C2 4-chloro-3-(2-pyridinyl)-1H-pyrrolo[2,3-b]Pyridine